C(COC1=CC=C(N)C=C1)OC1=CC=C(N)C=C1 4,4'-(ethane-1,2-diylbis(oxy))dianiline